ethyl 5-(2,3-dichloro-6-(methoxymethoxy)phenyl)-1-tosylpyrrolidine-3-carboxylate ClC1=C(C(=CC=C1Cl)OCOC)C1CC(CN1S(=O)(=O)C1=CC=C(C)C=C1)C(=O)OCC